C(=O)C1=CC=C(S1)C=1C=C(C=CC1)[C@@H](C)NC(=O)C=1C=C(C=CC1C)NC1CN(C1)C(=O)OC(C)(C)C Tert-butyl (R)-3-((3-((1-(3-(5-formylthiophen-2-yl)phenyl)ethyl)carbamoyl)-4-methylphenyl)amino)azetidine-1-carboxylate